ClC1=C(C2=C(NC(=N2)CO)C=C1Cl)OC[C@@H]1[C@@H](CCCC1)CC(=O)N ((+,-)-cis-2-((5,6-dichloro-2-(hydroxymethyl)-1H-benzo[d]imidazol-4-yloxy)methyl)cyclohexyl)acetamide